7-Nitro-3-thiocyano-1H-indole [N+](=O)([O-])C=1C=CC=C2C(=CNC12)SC#N